6-(5-chloro-2-hydroxy-4-methoxyphenyl)-1-(1-hydroxy-3-methylbutan-2-yl)-4-oxo-1,4-dihydropyridine-3-carboxylic acid ethyl ester C(C)OC(=O)C1=CN(C(=CC1=O)C1=C(C=C(C(=C1)Cl)OC)O)C(CO)C(C)C